ClC1=C(C=CC(=C1)F)CC(=O)NC1=CC(=NC=C1)N(C(C)=O)C1=CC(=C(C=C1)OC)F N-{4-[2-(2-chloro-4-fluorophenyl)acetamido]pyridin-2-yl}-N-(3-fluoro-4-methoxyphenyl)acetamide